tin antimony lead [Pb].[Sb].[Sn]